C(C)(C)(C)N1N=C(C(=C1NC=1C=2N(C=CN1)N=C(C2)C)F)[C@@H]2C[C@@H](CC2)O[Si](C2=CC=CC=C2)(C2=CC=CC=C2)C(C)(C)C N-(1-(tert-butyl)-3-((1S,3R)-3-((tert-butyldiphenylsilyl)oxy)cyclopentyl)-4-fluoro-1H-pyrazol-5-yl)-2-methylpyrazolo[1,5-a]pyrazin-4-amine